C(C)C1=CC=C(C(=O)NC2=CC=C(C=C2)C(\C=C\C2=CC=C(C=C2)N(C)CCO)=O)C=C1 4-Ethyl-N-[4-[(E)-3-[4-[2-hydroxyethyl(methyl)amino]phenyl]prop-2-enoyl]phenyl]benzamide